methyl 5-benzyl-3-((naphthalen-2-yloxy)methyl)-4,5-dihydroisoxazole-5-carboxylate C(C1=CC=CC=C1)C1(CC(=NO1)COC1=CC2=CC=CC=C2C=C1)C(=O)OC